C(#N)C=1C=CC(=NC1)C1(CCN(CC1)C(=O)OCCCC)O butyl 4-(5-cyanopyridin-2-yl)-4-hydroxypiperidine-1-carboxylate